isobutyl-N-isobutyryl-1,3,5-trimethyl-4'-[2,2,2-trifluoro-1-methoxy-1-(trifluoromethyl)ethyl]Pyrazole-4-carboxanilide C(C(C)C)C1=C(N(C(=O)C=2C(=NN(C2C)C)C)C(C(C)C)=O)C=CC(=C1)C(C(F)(F)F)(C(F)(F)F)OC